1-(benzenesulfonyl)-6-bromo-pyrrolo[2,3-b]Pyridine-3-sulfonyl chloride C1(=CC=CC=C1)S(=O)(=O)N1C=C(C=2C1=NC(=CC2)Br)S(=O)(=O)Cl